FC1(CCOC12CCC(CC2)NC(=O)[C@H]2CCN(C1(CC1)C2)C(=O)C2=NNC(=C2)C2=CC(=NC=C2F)C)F (S)-N-((5r,8S)-4,4-difluoro-1-oxaspiro[4.5]dec-8-yl)-4-(5-(5-fluoro-2-methylpyridin-4-yl)-1H-pyrazole-3-carbonyl)-4-azaspiro[2.5]octane-7-carboxamide